lauryldimethylacetic acid C(CCCCCCCCCCC)C(C(=O)O)(C)C